3-(difluoromethoxy)cyclopentane-1-amine FC(OC1CC(CC1)N)F